bis-methyl-pentaethylene glycol tellurium [Te].CC(COCCOCCOCCOCCO)(C)O